6-(dimethoxymethyl)benzo[d]Isothiazol-3-amine COC(C1=CC2=C(C(=NS2)N)C=C1)OC